Benzyl (2R,5S)-5-(2-hydroxypropan-2-yl)-2-methylpiperidine-1-carboxylate OC(C)(C)[C@H]1CC[C@H](N(C1)C(=O)OCC1=CC=CC=C1)C